5,10,15,20-tetraaminophenyl-porphyrin NC=1C=CC=C(C1)C1=C2NC(=C1)C=C1C=CC(=N1)C(=C1C=CC(N1)=C(C=1C=CC(N1)=C2N)N)N